C[N+]1(CCCC1)CCCOC N-methyl-N-methoxypropyl-pyrrolidinium